The molecule is a homodetic cyclic peptide that consists of L-valine and L-threonine as the amino acid residues. It is isolated from Lissoclinum bistratum and exhibits antitumour activity against the human colon tumour cell line. It has a role as a metabolite and an antineoplastic agent. It is a homodetic cyclic peptide, a macrocycle, a member of 1,3-thiazoles, an organic heterotricyclic compound, a member of 1,3-oxazoles and a secondary carboxamide. C[C@H]([C@H]1C(=O)N[C@H](C2=NC(=CO2)C(=O)N[C@H](C3=NC(=CS3)C(=O)N[C@H](C(=O)N1)C(C)C)C(C)C)C(C)C)O